2-(4,7-diazaspiro[2.5]octan-7-yl)pyrimidine-5-carboxamide 2,2,2-trifluoroacetate FC(C(=O)O)(F)F.C1CC12NCCN(C2)C2=NC=C(C=N2)C(=O)N